C1(CC1)CCN(C1=C2CN(C(C2=CC=C1)=O)C1C(NC(CC1)=O)=O)C1CCC(CC1)NC(CF)CF 3-(4-((2-cyclopropylethyl)((1r,4r)-4-((1,3-difluoropropan-2-yl)amino)cyclohexyl)amino)-1-oxoisoindolin-2-yl)piperidine-2,6-dione